2-[(2E)-2-(aminomethyl)-3-fluoroprop-2-en-1-yl]-4-[4'-(dimethylamino)biphenyl-3-yl]-2,4-dihydro-3H-1,2,4-triazol-3-one hydrochloride Cl.NC/C(/CN1N=CN(C1=O)C=1C=C(C=CC1)C1=CC=C(C=C1)N(C)C)=C\F